(3aS,4S,6R,6aR)-6-(3-methoxyphenyl)-2,2-dimethyl-tetrahydro-3aH-cyclopenta[d][1,3]dioxol-4-ol COC=1C=C(C=CC1)[C@H]1C[C@@H]([C@H]2[C@@H]1OC(O2)(C)C)O